1-(4-(2-((1-(3,4-difluorophenyl)-1H-pyrazol-3-yl)methoxy)ethyl)piperazin-1-yl)ethanone ethyl-2-(3-(hydroxymethyl)pyrrolidin-1-yl)-5-methyl-oxazole-4-carboxylate C(C)OC(=O)C=1N=C(OC1C)N1CC(CC1)CO.FC=1C=C(C=CC1F)N1N=C(C=C1)COCCN1CCN(CC1)C(C)=O